(R)-(4-chlorophenyl)(8-methyl-3-(3-methyl-1,2,4-thiadiazol-5-yl)-5,6-dihydro-[1,2,4]triazolo[4,3-a]pyrazin-7(8H)-yl)methanone ClC1=CC=C(C=C1)C(=O)N1[C@@H](C=2N(CC1)C(=NN2)C2=NC(=NS2)C)C